(S)-N-(3-(bromodifluoromethyl)-2-chlorobenzyl)-1-methyl-5-oxopyrrolidine-3-carboxamide BrC(C=1C(=C(CNC(=O)[C@@H]2CN(C(C2)=O)C)C=CC1)Cl)(F)F